C1(CC1)S(=O)(=O)NC1=CC(=NC=C1)[C@H](C[C@@H]1N(CCCC1)C(C)C)NC(=O)C=1SC(=CN1)C1=NC(=CN=C1)OCC N-[(1S)-1-(4-cyclopropanesulfonamidopyridin-2-yl)-2-[(2R)-1-isopropylpiperidin-2-yl]ethyl]-5-(6-ethoxypyrazin-2-yl)-1,3-thiazole-2-carboxamide